C([C@@H]1[C@H]([C@@H]([C@@H]([C@H](O1)OC[C@@H]2[C@H]([C@@H]([C@@H](C(O2)O)O[C@@H]3[C@H]([C@H]([C@@H]([C@H](O3)CO)O)O)O)O)O)O)O)O)O The molecule is a mannotriose that is D-mannopyranose in which the hydroxy groups at positions 2 and 6 have each been converted into the corresponding alpha-D-mannopyranoside. It derives from an alpha-D-Manp-(1->2)-D-Manp and an alpha-D-Manp-(1->6)-D-Manp.